FC1=C(C=CC=C1F)OCC 2,3-difluorophenetole